benzyl 2-((3-bromo-4-methylpyridin-2-yl)oxy)acetate BrC=1C(=NC=CC1C)OCC(=O)OCC1=CC=CC=C1